OC1=CC=C(OC2=NC=C(C=C2)C(F)(F)F)C=C1 2-(4-hydroxyphenoxy)-5-trifluoromethylpyridine